CS(=O)(=O)N[C@@H]1[C@@H](N(CCC1)C(=O)OC(C)C)CO[C@@H]1C[C@@H](C1)C1=CC=CC=C1 isopropyl cis-3-((methylsulfonyl)amino)-2-(((cis-3-phenylcyclobutyl)oxy)methyl)-piperidine-1-carboxylate